CN(CCCCCC(CCCCCCCC\C=C/C\C=C/CCCCC)CCCCCCCC\C=C/C\C=C/CCCCC)C (15Z,18Z)-N,N-dimethyl-6-((9Z,12Z)-octadeca-9,12-dien-1-yl)tetracosa-15,18-dien-1-amine